CC(COP(=S)(SCC(C(=O)O)C)OCC(C)C)C 3-[[bis(2-methylpropoxy)phosphinothioyl]thio]-2-methyl-propanoic acid